CC[Pt](C)(C)C1C=CC=C1 methylcyclopentadienyl-trimethyl-platinum(IV)